methyl 6-(8-chloronaphthalen-1-yl)-2-methyl-4-oxooxane-3-carboxylate ClC=1C=CC=C2C=CC=C(C12)C1CC(C(C(O1)C)C(=O)OC)=O